N-((1R,4R)-4-(((5-fluoro-2-((1-(tetrahydro-2H-pyran-4-yl)-1H-pyrazol-4-yl)amino)pyrimidin-4-yl)oxy)methyl)cyclohexyl)acetamide FC=1C(=NC(=NC1)NC=1C=NN(C1)C1CCOCC1)OCC1CCC(CC1)NC(C)=O